CN=C(N)N The molecule is a guanidine in which one of the amino hydrogens of guanidine itself is substituted by a methyl group. It has a role as a metabolite, an EC 1.14.13.39 (nitric oxide synthase) inhibitor and a uremic toxin. It is a conjugate base of a methylguanidinium.